C(C1=CC=CC=C1)C=1C=NC(=NC1)C(CN(C=1C=NN2C1C=CC(=C2)C=2C=NN(C2)C)C)N 1-(5-benzyl-pyrimidin-2-yl)-N2-methyl-N2-(6-(1-methyl-1H-pyrazol-4-yl)pyrazolo[1,5-a]pyridin-3-yl)ethane-1,2-diamine